3-[2-isopropyl-5-(trifluoromethyl)pyrazol-3-yl]-2-methyl-propan-1-ol C(C)(C)N1N=C(C=C1CC(CO)C)C(F)(F)F